C(C)(C)C(C(=O)O)CCCCCCC(C(=O)O)C(C)C 2,9-diisopropylsebacic acid